benzyl (imino(4-(((S)-2-((2R,4S)-4-phenylpiperidine-2-carboxamido)propanamido)methyl)phenyl)methyl)carbamate trifluoroacetate FC(C(=O)O)(F)F.N=C(C1=CC=C(C=C1)CNC([C@H](C)NC(=O)[C@@H]1NCC[C@@H](C1)C1=CC=CC=C1)=O)NC(OCC1=CC=CC=C1)=O